FC12CC(C1)(C2)C2=NC(=NO2)C2CCN(CC2)C(CC2=NON=C2C)=O 1-(4-(5-(3-fluorobicyclo[1.1.1]pentan-1-yl)-1,2,4-oxadiazol-3-yl)piperidin-1-yl)-2-(4-methyl-1,2,5-oxadiazol-3-yl)ethan-1-one